NC1N=C(OCC2C=CC=CC=2)C2N=CNC=2N=1 O6-benzylguanine